Cl.ClC1=C(C(=CC=C1)Cl)C1(CCOCC1)CN (4-(2,6-dichlorophenyl)tetrahydro-2H-pyran-4-yl)methylamine hydrochloride